2-(2-(cyclopropanesulfonamido)thiazol-4-yl)-N-(4-(6-isopropoxypyrazin-2-yl)phenyl)-2-methoxyacetamide C1(CC1)S(=O)(=O)NC=1SC=C(N1)C(C(=O)NC1=CC=C(C=C1)C1=NC(=CN=C1)OC(C)C)OC